FC1(OC2=C(O1)C=CC=C2NS(=O)(=O)C2=CNC1=NC=C(C=C12)I)F N-(2,2-difluoro-1,3-benzodioxol-4-yl)-5-iodo-1H-pyrrolo[2,3-b]pyridine-3-sulfonamide